FC1(CC1)C1=CC=C(C=N1)NC(OCCCC)=O butyl (6-(1-fluorocyclopropyl)pyridin-3-yl)carbamate